6-Cyclohexylindazolo[3,2-a]isoquinoline C1(CCCCC1)C=1N2C(C=3C=CC=CC3C1)=C1C=CC=CC1=N2